C(CCN)C[C@@H](C(=O)O)NC(=O)[C@H](CCC(=O)O)N The molecule is a dipeptide composed of L-glutamic acid and L-lysine joined by a peptide linkage. It has a role as a metabolite. It derives from a L-glutamic acid and a L-lysine.